Cl.Cl.ClC1=CC=C(CC=2NC(=NN2)C2CCNCC2)C=C1 4-[5-(4-Chloro-benzyl)-4H-[1,2,4]triazol-3-yl]-piperidine, dihydrochloride